1,4-diphenylthiobutane C1(=CC=CC=C1)SCCCCSC1=CC=CC=C1